8-((3S,5S)-4-cyclopropyl-3,5-dimethylpiperazin-1-yl)-3-(5-(difluoromethyl)-1,3,4-thiadiazol-2-yl)-N-(3-methylOxetane-3-yl)imidazo[1,5-a]pyridine-6-sulfonamide C1(CC1)N1[C@H](CN(C[C@@H]1C)C=1C=2N(C=C(C1)S(=O)(=O)NC1(COC1)C)C(=NC2)C=2SC(=NN2)C(F)F)C